3-(2-methoxyphenyl)-N-{[1,3]thiazolo[5,4-b]pyridin-2-yl}pyridine-4-carboxamide COC1=C(C=CC=C1)C=1C=NC=CC1C(=O)NC=1SC2=NC=CC=C2N1